COC=1C=CC(=NC1)/C=C/C(=O)C1=C(C2=C(NC1=O)SC=C2)SC (E)-5-(3-(5-methoxypyridin-2-yl)acryloyl)-4-methylthiothieno[2,3-b]pyridin-6(7H)-one